2-(1-phenylpyrrolidine-2-carboxamido)-9-(5,6,7,8-tetrahydro-1,8-naphthyridin-2-yl)nonanoic acid C1(=CC=CC=C1)N1C(CCC1)C(=O)NC(C(=O)O)CCCCCCCC1=NC=2NCCCC2C=C1